ethyl-2-(piperazin-1-yl)propanamide C(C)C(C(=O)N)(C)N1CCNCC1